C(CC#C)OCCCCN(C(OC(C)(C)C)=O)C Tert-Butyl N-(4-but-3-ynoxybutyl)-N-methyl-carbamate